C(C1=CC=CC=C1)N1CCC(CC1)CCC(=O)C1=CC=C(C=C1)Br 3-(1-benzyl-piperidin-4-yl)-1-(4-bromophenyl)propan-1-one